ClS(=O)(=O)OCC(C(=O)OCC)(C(=O)OCC)C diethyl 2-(((chlorosulfonyl) oxy) methyl)-2-methylmalonate